1,3-diphenanthrolinylbenzene N1=C(C=CC2=CC=C3C=CC=NC3=C12)C1=CC(=CC=C1)C1=NC2=C3N=CC=CC3=CC=C2C=C1